FC1(C2(C1)CN1CCC3([C@]1(C2)CO)CC3)F ((7a'R)-2'',2''-Difluorodihydro-5'H-dispiro[cyclopropane-1,1'-pyrrolizine-6',1''-cyclopropan]-7a'(7'H)-yl)methanol